(6-(4-chlorophenyl)pyridin-2-yl)piperazine ClC1=CC=C(C=C1)C1=CC=CC(=N1)N1CCNCC1